N1(N=NC2=C1C=CC=C2)C=2C(=CC1=C(N(C(N=C1N1[C@H](CN(CC1)C(C=C)=O)C)=O)C1=C(C=CC=C1CC)CC)N2)Cl 7-(1H-benzotriazol-1-yl)-6-chloro-1-(2,6-diethylphenyl)-4-((2S)-2-methyl-4-(2-propenoyl)-1-piperazinyl)pyrido[2,3-d]pyrimidin-2(1H)-one